tris-dimethylamino-aluminum CN(C)[Al](N(C)C)N(C)C